C(C)OCCNC(=O)C1CN(C1)C1=CC(=C2C(C(=CN(C2=N1)C1=NC(=NS1)C(C)C)C(=O)O)=O)C 7-{3-[(2-ethoxyethyl)carbamoyl]azetidin-1-yl}-5-methyl-4-oxo-1-[3-(propan-2-yl)-1,2,4-thiadiazol-5-yl]-1,4-dihydro-1,8-naphthyridine-3-carboxylic acid